N-hexyl-1,5-pentanediamine C(CCCCC)NCCCCCN